FC1=CC=C(C=C1)C1=CC(=NC(=C1C#N)OC)C1=COC=C1 4-(4-Fluoro-phenyl)-6-furan-3-yl-2-methoxy-nicotinonitrile